NC1=NC(=CC(=C1)C1=NC(=CC(=N1)C1(S(CCC1)(=NC1CC1)=O)C)N1[C@@H](COCC1)C)OC 2-(2-(2-amino-6-methoxypyridin-4-yl)-6-((R)-3-methylmorpholino)-pyrimidin-4-yl)-1-(cyclopropylimino)-2-methyltetrahydro-1H-1λ6-thiophene 1-oxide